C1(CCCCC1)CNS(=O)(=O)C1=CC=C(C=C1)OC N-(cyclohexylmethyl)-4-methoxybenzenesulfonamide